4-cyclopropyl-3-(trifluoromethyl)aniline 2-(1-ethoxy-2,2-difluoro-7-methyl-1-oxooctan-4-yl)cyclohex-1-ene-1-carboxylate C(C)OC(C(CC(CCC(C)C)C1=C(CCCC1)C(=O)O)(F)F)=O.C1(CC1)C1=C(C=C(N)C=C1)C(F)(F)F